1,2,6-thiadiazinane-3-carboxamide 1,1-dioxide S1(NC(CCN1)C(=O)N)(=O)=O